C1(CC1)C1=CC(=CC(=N1)C=1OC2=C(N1)C=C(C(=C2F)F)CO)C2=C(C=C(C=C2)F)C2=NN=CN2C (2-{6-Cyclopropyl-4-[4-fluoro-2-(4-methyl-1,2,4-triazol-3-yl)phenyl]pyridin-2-yl}-6,7-difluoro-1,3-benzoxazol-5-yl)methanol